5-amino-N-(4-fluoro-2-{octahydropyrrolo[2,3-c]pyrrol-1-yl}-5,6,7,8-tetrahydroquinolin-6-yl)-2-methylthieno[2,3-d]pyrimidine-6-carboxamide NC1=C(SC=2N=C(N=CC21)C)C(=O)NC2CC=1C(=CC(=NC1CC2)N2CCC1C2CNC1)F